ClC1=NC=C(C(=N1)N1CC(OC2(CCC2)C1)CF)F 8-(2-chloro-5-fluoropyrimidin-4-yl)-6-(fluoromethyl)-5-oxa-8-azaspiro[3.5]nonane